C(C=C)OC=1C=C2CCN3C(C2=CC1)=CC(=NC3=O)OC[C@@H]3OCCOC3 9-Allyloxy-2-((R)-1-[1,4]dioxan-2-ylmethoxy)-6,7-dihydro-pyrimido[6,1-a]isoquinolin-4-one